1-(4-chlorobenzyl)-3-(4-((4-(methylsulfonyl)piperazin-1-yl)methyl)phenyl)urea ClC1=CC=C(CNC(=O)NC2=CC=C(C=C2)CN2CCN(CC2)S(=O)(=O)C)C=C1